(R)-N-[(5S)-1'-(7-bromo-6-methyl-pyrazolo[1,5-a]pyrazin-4-yl)-3-methyl-spiro[5,7-dihydro-cyclopenta[c]pyridin-6,4'-piperidin]-5-yl]-2-methyl-propane-2-sulfinamide BrC1=C(N=C(C=2N1N=CC2)N2CCC1(CC2)[C@@H](C2=C(C=NC(=C2)C)C1)N[S@](=O)C(C)(C)C)C